OC1=C(C=C2C=C(N(C2=C1)S(=O)(=O)C1=CC=C(C)C=C1)CNC(OC(C)(C)C)=O)C(F)(F)F tert-butyl ((6-hydroxy-1-tosyl-5-(trifluoromethyl)-1H-indol-2-yl)methyl)carbamate